COC=1C(=C(N)C(=CC1)C([2H])([2H])[2H])C 3-methoxy-2-methyl-6-(methyl-d3)aniline